3-[(trans)-2-[5-(pyrrolidin-1-ylmethyl)-2-pyridyl]vinyl]-1-tetrahydropyran-2-ylindole N1(CCCC1)CC=1C=CC(=NC1)/C=C/C1=CN(C2=CC=CC=C12)C1OCCCC1